ClC1=C(C=CC(=C1)CNCC1CCN(CC1)CCNC1=NC2=C(C3=CN=CC=C13)C=CC(=C2)C(=O)N)C2=CC=CC=C2 5-((2-(4-((((2-Chloro-[1,1'-biphenyl]-4-yl)methyl)amino)methyl)piperidin-1-yl)ethyl)amino)benzo[c][2,6]naphthyridine-8-carboxamide